CC(CC)OC(=O)N1CCN(CC1)C1=CC=NC2=C(C(=CC(=C12)Cl)[N+](=O)[O-])O 4-(5-chloro-8-hydroxy-7-nitroquinolin-4-yl)piperazine-1-carboxylic acid-(1-Methyl)propyl ester